FC(CN1[C@@H](C=2NC3=CC=CC=C3C2C[C@H]1C)C=1SC(=CN1)O[C@@H]1CNCC1)(C)C 2-((1S,3R)-2-(2-Fluoro-2-methylpropyl)-3-methyl-2,3,4,9-tetrahydro-1H-pyrido[3,4-b]indol-1-yl)-5-(((S)-pyrrolidin-3-yl)oxy)thiazole